Cl.ClC1=C(C=CC=C1[C@]1(NC(N(C(C1)=O)[C@H]1C[C@H](OCC1)C)=N)C)NC(=O)C1=NC=NC=C1 |o1:15,17| N-(2-Chloro-3-{(4S)-2-imino-4-methyl-1-[(2R*,4R*)-2-methyl-tetrahydropyran-4-yl]-6-oxo-hexahydropyrimidin-4-yl}phenyl)-pyrimidine-4-carboxamide hydrochloride